p-bromophenyl-sulfonate BrC1=CC=C(C=C1)S(=O)(=O)[O-]